4-(tert-butyl) 2-ethyl 6-isopropyl-4H-thieno[3,2-b]pyrrole-2,4-dicarboxylate C(C)(C)C=1C2=C(N(C1)C(=O)OC(C)(C)C)C=C(S2)C(=O)OCC